FC1=C(C=C(C=C1)NC(C=C)=O)NC1=NC(=NC=C1C1=C(C=CC=C1)F)NC=1C=NN(C1)C N-(4-fluoro-3-((5-(2-fluorophenyl)-2-((1-methyl-1H-pyrazol-4-yl)amino)pyrimidin-4-yl)amino)phenyl)acrylamide